azaNeopterin NNC1=NC2=NC=CN=C2C(N1)=O